2-(2,2-difluoroethoxy)-8-((2-fluoro-4-(methylthio)phenyl)amino)-7-methyl-3,4-dihydro-2,7-naphthyridine-1,6(2h,7h)-dione FC(CON1C(C2=C(N(C(C=C2CC1)=O)C)NC1=C(C=C(C=C1)SC)F)=O)F